8,8-dimethyl-7-oxo-2-[2-(trifluoromethyl)furan-3-carbonyl]-2-azaspiro[3.5]non-5-ene-6-carbonitrile CC1(C(C(=CC2(CN(C2)C(=O)C2=C(OC=C2)C(F)(F)F)C1)C#N)=O)C